N-(2,4-dichlorothiophen-3-yl)-2-((2-methyl-6-(4-methylpiperazin-1-yl)pyrimidin-4-yl)amino)thiazole-5-carboxamide ClC=1SC=C(C1NC(=O)C1=CN=C(S1)NC1=NC(=NC(=C1)N1CCN(CC1)C)C)Cl